OC1(COC1)CNC1=NC(=CC(=C1)C=1C=C(C=CC1C)NC(=O)N1C[C@@H](CC1)CC(F)(F)F)N1CCOCC1 (3S)-N-[3-(2-[[(3-hydroxyoxetan-3-yl)methyl]amino]-6-(morpholin-4-yl)pyridin-4-yl)-4-methylphenyl]-3-(2,2,2-trifluoroethyl)pyrrolidine-1-carboxamide